C(CCCCCC(=O)OCC=CCCCCCC)(=O)OCC(COC(CCC(OCCCCCCCC)OCCCCCCCC)=O)CO (Z)-1-(3-((4,4-bis(octyloxy)butanoyl)oxy)-2-(hydroxymethyl)propyl) 7-(non-2-en-1-yl) heptanedioate